tert-butyl 4-bromo-5-[bromo(difluoro)methoxy]indazole-1-carboxylate BrC1=C2C=NN(C2=CC=C1OC(F)(F)Br)C(=O)OC(C)(C)C